P(=O)([O-])(O)O.C(C(=O)O)(=O)OF.C(C(=O)O)(=O)OF.[Li+] lithium difluoro bis(oxalate) phosphate